C(C)OC(C1=CC(=C(C=C1)C)[C@H]1CN(CC1)C=1C=NC=C(C1)C#N)=O.C1(=CC=CC=C1)C(C1=CC=CC=C1)C1=CC=CC=C1 Triphenylmethane ethyl-(S)-3-(1-(5-cyanopyridin-3-yl)pyrrolidin-3-yl)-4-methylbenzoate